(R)-3-(3-chloro-4-fluorophenyl)-1-(1-(7,8-difluoro-2-methyl-1-oxo-1,2-dihydroisoquinolin-4-yl)ethyl)-1-methylurea ClC=1C=C(C=CC1F)NC(N(C)[C@H](C)C1=CN(C(C2=C(C(=CC=C12)F)F)=O)C)=O